C(=O)(O)CC1=CC(=C(C(=O)NC=2C=C(C=C(C(=O)O)C2)C(=O)O)C=C1O)O 5-(4-(carboxymethyl)-2,5-dihydroxybenzoylamino)isophthalic acid